Dimethyl (1S,5R,8R,Z)-5-(((4-fluorobenzyl)(methyl)carbamoyl)oxy)bicyclo[6.1.0]non-3-ene-9,9-dicarboxylate FC1=CC=C(CN(C(=O)O[C@H]2\C=C/C[C@@H]3C([C@@H]3CC2)(C(=O)OC)C(=O)OC)C)C=C1